Toluensulphonic acid C(C1=CC=CC=C1)S(=O)(=O)O